N(=C=O)C(CC1(CCCCC1)N=C=O)C 2-isocyanatopropylcyclohexyl isocyanate